C(C=C)NC(=S)N(CC)CC 1-allyl-3,3-diethyl-2-thiourea